C(C)(C)(C)OC(=O)N1[C@H](CCC1)C(=O)N1CCNCC1 (R)-2-(piperazine-1-carbonyl)pyrrolidine-1-carboxylic acid tert-butyl ester